The molecule is a 3-sn-phosphatidyl L-serine in which the phosphatidyl acyl groups at positions 1 and 2 are oleoyl and 6-[(7-nitro-2-1,3-benzoxadiazol-4-yl)amino]hexanoyl respectively. It has a role as a fluorescent probe. It is a 3-sn-phosphatidyl-L-serine and a benzoxadiazole. It derives from an oleic acid. CCCCCCCC/C=C\\CCCCCCCC(=O)OC[C@H](COP(=O)(O)OC[C@@H](C(=O)O)N)OC(=O)CCCCCNC1=CC=C(C2=NON=C12)[N+](=O)[O-]